C[C@H]1C[C@H](N(CC1)CC=1NC2=CC(=CC=C2C1)CNC(=O)C=1N=C2N(C(C1)=O)C=CC=C2)C([2H])([2H])[2H] N-((2-(((2R,4R)-4-methyl-2-(methyl-d3)piperidin-1-yl)methyl)-1H-indol-6-yl)methyl)-4-oxo-4H-pyrido[1,2-a]pyrimidine-2-carboxamide